trans-3-{[(5-chloropyridin-2-yl)oxy]methyl}-4-methyl-2-[6-methyl-3-(2H-1,2,3-triazol-2-yl)pyridine-2-carbonyl]-2-azabicyclo[3.1.1]heptane ClC=1C=CC(=NC1)OCC1N(C2CC(C1C)C2)C(=O)C2=NC(=CC=C2N2N=CC=N2)C